m-Carboxyphenylfluorone C1=CC(=CC(=C1)C(=O)O)C2=C3C=C(C(=O)C=C3OC4=CC(=C(C=C42)O)O)O